BrC1=C(C2=C(N(N=N2)C)C(=C1)C)C 5-bromo-1,4,7-trimethyl-1H-benzotriazole